3,3,3-trifluoro-1-(5-(4-(4-(4,4,5,5-tetramethyl-1,3,2-dioxaborolan-2-yl)phenyl)piperazin-1-yl)pyridin-2-yl)propan-1-ol FC(CC(O)C1=NC=C(C=C1)N1CCN(CC1)C1=CC=C(C=C1)B1OC(C(O1)(C)C)(C)C)(F)F